((6-(6-cyclopropyl-5-fluoro-2-((4-((1S,5R)-8-methyl-8-azabicyclo[3.2.1]oct-2-ene-3-yl)phenyl)amino)-7H-pyrrolo[2,3-d]pyrimidin-7-yl)pyridin-2-yl)imino)dimethyl-λ6-sulfanone C1(CC1)C1=C(C2=C(N=C(N=C2)NC2=CC=C(C=C2)C2=C[C@@H]3CC[C@H](C2)N3C)N1C1=CC=CC(=N1)N=S(=O)(C)C)F